BrC=1C=C(C=NC1N1N=CC=N1)NC(=O)C=1C=NN(C1C(F)(F)F)C1=C2C=CC=NC2=CC=C1 N-(5-bromo-6-(2H-1,2,3-triazol-2-yl)pyridin-3-yl)-1-(quinolin-5-yl)-5-(trifluoromethyl)-1H-pyrazole-4-carboxamide